5-[1-[1-(2,6-dioxo-3-piperidyl)-3-methyl-2-oxo-benzimidazol-5-yl]-4-piperidyl]pentanal O=C1NC(CCC1N1C(N(C2=C1C=CC(=C2)N2CCC(CC2)CCCCC=O)C)=O)=O